BrC=1C=C2C(=NC(=NN2C1)Cl)NCC=1SC(=CC1)F 6-bromo-2-chloro-N-((5-fluorothiophen-2-yl)methyl)pyrrolo[2,1-f][1,2,4]triazin-4-amine